CC1(COPOC1)C 5,5-dimethyl-1,3,2-dioxaphosphine